CNC(=O)C=1C(NC(NC1)=O)=O N-methyl-2,4-dioxo-1,2,3,4-tetrahydropyrimidine-5-carboxamide